C1(=CC=CC=C1)C1=NC(=NC(=N1)N1CCCCC1)N 4-phenyl-6-(piperidin-1-yl)-2-amino-1,3,5-triazine